C(C=C)(=O)N1[C@H]([C@@H](N(CC1)S(=O)(=O)C)C1=CC(=NC(=C1)Cl)C1=CC(=NC=N1)C(=O)NC)CO |r| Racemic-trans-6-(4-(4-acryloyl-3-(hydroxymethyl)-1-(methylsulfonyl)piperazin-2-yl)-6-chloropyridin-2-yl)-N-methylpyrimidine-4-carboxamide